[Na].[Na].[Ca].O=C1C(O)=C(O)[C@H](O1)[C@@H](O)CO ascorbic acid calcium disodium